C1(=CC=CC=C1)OC=1C=C(C(=O)N(C)C)C=CC1 3-(phenyloxy)-N,N-dimethylbenzamide